C(C)N1C[C@@H](CC1)CC1=C(C=CC(=C1)F)S(=O)(=O)NC1=C(C2=C([C@H]3[C@@H](CO2)C3)C=C1)C(=O)O (1aS,7bR)-5-[2-((R)-1-ethylpyrrolidin-3-ylmethyl)-4-fluorobenzenesulfonyl-amino]-1,1a,2,7b-tetrahydro-cyclopropa[c]benzopyran-4-carboxylic acid